tert-butyl N-[rac-(1S)-2-methyl-1-[rac-(2S,4R)-4-hydroxy-2-(methylcarbamoyl) pyrrolidine-1-carbonyl]propyl]carbamate CC([C@@H](C(=O)N1[C@@H](C[C@H](C1)O)C(NC)=O)NC(OC(C)(C)C)=O)C |r|